(2R,3R,4S,5S)-4-[[3-(3-methoxy-2-methyl-4-pyridinyl)-4,5-dimethyl-5-(trifluoromethyl)tetrahydrofuran-2-carbonyl]amino]pyridine-2-carboxamide COC=1C(=NC=CC1[C@@H]1[C@@H](O[C@@]([C@H]1C)(C(F)(F)F)C)C(=O)NC1=CC(=NC=C1)C(=O)N)C